(2R)-1-[(3-methyl-2-pyridyl)methyl]-N-phenyl-piperidine-2-carboxamide CC=1C(=NC=CC1)CN1[C@H](CCCC1)C(=O)NC1=CC=CC=C1